O=C1NC(CCC1N1C(C2=CC=C(C=C2C1=O)NS(=O)(=O)C=1SC=CC1)=O)=O N-(2-(2,6-dioxopiperidin-3-yl)-1,3-dioxoisoindolin-5-yl)thiophene-2-sulfonamide